C1(CC1)N1CCN(CC1)C1=C(C=NC=2NC3=C(C=C(C(=C3C21)F)F)NC)C=2C=C1C(C(=CN(C1=NC2)C)C(=O)O)=O 6-[4-(4-cyclopropylpiperazin-1-yl)-5,6-difluoro-8-(methylamino)-9H-pyrido[2,3-b]indol-3-yl]-1-methyl-4-oxo-1,8-naphthyridine-3-carboxylic acid